COC=1C=C(C=CC1C(=O)N1CCOCC1)C1=CN=CC(=N1)C1=CC(=CS1)NC(CCCC)=O N-(5-(6-(3-methoxy-4-(morpholine-4-carbonyl)phenyl)pyrazin-2-yl)thiophen-3-yl)pentanamide